FC=1C=C(C[C@H](N)C(=O)O)C=C(C1)F 3,5-difluoro-L-phenylalanine